C[C@H]1CN(C[C@H](N1)C)C1=NC(N2C3=C(C=C(C=C13)C(F)(F)F)S(C[C@H](C2)OC)C=2SC(=CN2)C(F)(F)F)=O (S)-8-((3S,5R)-3,5-dimethylpiperazin-1-yl)-3-methoxy-10-(trifluoromethyl)-l-1-(5-(trifluoromethyl)thiazol-2-yl)-3,4-dihydro-2H,6H-[1,4]thiazepino[2,3,4-ij]quinazolin-6-one